1,2,3,4-tetrazole N1N=NN=C1